CN1N=NC(=C1C(=O)OC)C=1C=NC(=CC1)C methyl 3-methyl-5-(6-methyl-3-pyridyl)triazole-4-carboxylate